C(C(C)(C)C)(=O)OCN1C(C(CCC1=O)N1C(C2=CC=C(C(=C2C1)F)C1CCN(CC1)C(=O)C=1NC2=CC(=CC=C2C1C)Cl)=O)=O (3-(5-(1-(6-chloro-3-methyl-1H-indole-2-carbonyl)piperidin-4-yl)-4-fluoro-1-oxoisoindolin-2-yl)-2,6-dioxopiperidin-1-yl)methyl pivalate